ClC=1C=C(C=C(C1)C(F)(F)F)C1=C(N(N=C1C(F)(F)F)C1=NN(C=C1)C)N(C(OC)=O)C methyl N-[4-[3-chloro-5-(trifluoromethyl)phenyl]-2-(1-methylpyrazol-3-yl)-5-(trifluoromethyl)pyrazol-3-yl]-N-methyl-carbamate